FC1=C(C=C(C=C1)F)S(=O)(=O)N1CCC2(CC(CO2)NC[C@@H](COC=2C=C(C=CC2)S(=O)(=O)NC)O)CC1 3-((2S)-3-(8-(2,5-difluorophenylsulfonyl)-1-oxa-8-azaspiro[4.5]decan-3-ylamino)-2-hydroxypropoxy)-N-methylbenzenesulfonamide